2-chloro-5-fluoro-4-methylpyridine ClC1=NC=C(C(=C1)C)F